3-(2,6-difluoro-3,5-dimethoxyphenyl)-1-[(R,2R)-2-hydroxycyclopentyl]-3,4,7,9-tetrahydro-1H-pyrrolo[3',2':5,6]pyrido[4,3-d]pyrimidine-2,8-dione FC1=C(C(=C(C=C1OC)OC)F)N1C(N(C2=C(C1)C=NC1=C2CC(N1)=O)[C@H]1[C@@H](CCC1)O)=O